NC1CN(CC1)C=1C2=CN(N=C2C(=CC1)C(=O)NC=1C=C(C=2N(C1)C=C(N2)C)F)CCOC 4-(3-aminopyrrolidin-1-yl)-N-{8-fluoro-2-methylimidazo[1,2-a]pyridin-6-yl}-2-(2-methoxyethyl)indazole-7-carboxamide